Imidazole-3-carboxylic acid methyl ester COC(=O)N1C=NC=C1